N-[(5-methoxypyridin-2-yl)methyl]-6-methyl-4-[(1-methylcyclopropyl)amino]furo[2,3-d]pyrimidine-5-carboxamide COC=1C=CC(=NC1)CNC(=O)C1=C(OC=2N=CN=C(C21)NC2(CC2)C)C